C#C.[Cu].[Au] gold-copper acetylene